ClC=1C=CC=2N(C3=CC=C(C=C3C2C1)Cl)CC1CCC(CC1)CP(O)(O)=O ((4-((3,6-dichloro-9H-carbazol-9-yl)methyl)cyclohexyl)methyl)phosphonic acid